(4-methylpyridin-2-yl)thiourea CC1=CC(=NC=C1)NC(=S)N